spiro[3.3]heptan-2-yl methanesulfonate CS(=O)(=O)OC1CC2(C1)CCC2